ClC=1C=C(C(=NC1)C)N[C@@H](C)C1=CC=C(S1)C(=O)N[C@H](C(=O)NC1CC2(C1)CCC2)CC2CCCC2 (2S)-2-({5-[(1S)-1-[(5-chloro-2-methylpyridin-3-yl)amino]ethyl]thiophen-2-yl}formamido)-3-cyclopentyl-N-{spiro[3.3]heptan-2-yl}propanamide